(S)-5-fluoro-2,3-dimethyl-4-(3-(N-methylbut-2-ynamido)cyclohex-1-en-1-yl)-1H-indole-7-carboxamide FC=1C(=C2C(=C(NC2=C(C1)C(=O)N)C)C)C1=C[C@H](CCC1)N(C(C#CC)=O)C